NCCOCCNC(C1=CC=C(C=C1)CN=[N+]=[N-])=O N-(2-(2-aminoethoxy)ethyl)-4-(azidomethyl)benzamide